FC1=CC=C(C[C@@H]2CCC(=NN2S(=O)(=O)C2=CC=C(C)C=C2)C2=CC=CC=C2)C=C1 (S)-6-(4-fluorobenzyl)-3-phenyl-1-tosyl-1,4,5,6-tetrahydropyridazine